BrC1=NC(=CC(=C1)[C@H]1NC[C@@H](N(C1)C(=O)OC(C)(C)C)C(=O)OC)Cl trans-1-(tert-butyl) 2-methyl 5-(2-bromo-6-chloropyridin-4-yl)piperazine-1,2-dicarboxylate